methyl 5-chloro-2-(2,5-dimethyl-1H-pyrrol-1-yl)thiophene-3-carboxylate ClC1=CC(=C(S1)N1C(=CC=C1C)C)C(=O)OC